BrC=1[C@H]2C(N([C@@H](C1)C2)C(=O)OC(C)(C)C)=O (1R,4R)-tert-butyl 5-bromo-3-oxo-2-azabicyclo[2.2.1]hept-5-ene-2-carboxylate